FCCN(C1=C(C(=NC(=C1)C(F)(F)F)NC=1C=C2C=NNC2=C(C1)C)[N+](=O)[O-])C N4-(2-Fluoroethyl)-N4-methyl-N2-(7-methyl-1H-indazol-5-yl)-3-nitro-6-(trifluoromethyl)pyridine-2,4-diamine